6-amino-2-(3,5-dichloro-4-((2-(5-trifluoromethylthiophene-2-yl)-4-methylquinolin-6-yl)oxy)phenyl)-1,2,4-triazine-3,5(2H,4H)-dione NC=1C(NC(N(N1)C1=CC(=C(C(=C1)Cl)OC=1C=C2C(=CC(=NC2=CC1)C=1SC(=CC1)C(F)(F)F)C)Cl)=O)=O